4-[(3R,5R)-5-[(5-chloro-1-methyl-6-oxo-pyridazin-4-yl)amino]-1-methyl-3-piperidyl]benzaldehyde ClC1=C(C=NN(C1=O)C)N[C@@H]1C[C@@H](CN(C1)C)C1=CC=C(C=O)C=C1